FC1=CC=C(C(=O)N2[C@@H](C=3N(CC2)C(=NC3N3C[C@H](CC3=O)CS(=O)(=O)[O-])C3=NC(=NS3)C)C)C=C1 (S)-1-((R)-7-(4-fluorobenzoyl)-8-methyl-3-(3-methyl-1,2,4-thiadiazole-5-yl)-5,6,7,8-tetrahydroimidazo[1,5-a]pyrazin-1-yl)-5-oxopyrrolidine-3-methanesulfonate